8-methoxy-3-methylquinazolin-4(3H)-one COC=1C=CC=C2C(N(C=NC12)C)=O